propyl ((2,6-dihydroxy-5'-methyl-4-pentyl-2'-(prop-1-en-2-yl)-[1,1'-biphenyl]-3-yl)methyl)(methyl)carbamate OC1=C(C(=CC(=C1CN(C(OCCC)=O)C)CCCCC)O)C1=C(C=CC(=C1)C)C(=C)C